p-nitro-N,N-dimethylaniline, phosphonium salt [PH4+].[N+](=O)([O-])C1=CC=C(N(C)C)C=C1